BrC=1C=C(C(=NC1)C(=O)NCC(C(=O)OCC)(C)C)OC(C(C)(C)C)=O ethyl 3-(5-bromo-3-(pivaloyloxy)picolinamido)-2,2-dimethylpropanoate